ethyl 2-(imidazo[1,5-a]pyridin-3-yl)acetate C=1N=C(N2C1C=CC=C2)CC(=O)OCC